6-(phenylamino)pyridin C1(=CC=CC=C1)NC1=CC=CC=N1